CS(=O)(SC)=O S-Methyl methane-thiosulfonate